2-((4-(pentafluoro-λ6-sulfaneyl)benzyl)amino)ethan-1-ol FS(C1=CC=C(CNCCO)C=C1)(F)(F)(F)F